1-undecanoyl-2-nonadecanoyl-sn-glycero-3-phosphocholine C(CCCCCCCCCC)(=O)OC[C@@H](OC(CCCCCCCCCCCCCCCCCC)=O)COP(=O)([O-])OCC[N+](C)(C)C